C1(=CC=CC=C1)OP(=O)(OC1=CC=CC=C1)C=1C=C(C=CC1)O 3-(diphenylphosphono)phenol